tert-butyl peroxypropiate C(CC)(=O)OOC(C)(C)C